(R)-N'-((6-(difluoromethyl)-2'-methoxy-[3,4'-bipyridin]-2-yl)carbamoyl)-6,6-dimethyl-6,7-dihydro-5H-pyrazolo[5,1-b][1,3]oxazine-3-sulfonimidamide FC(C1=CC=C(C(=N1)NC(=O)N=[S@](=O)(N)C=1C=NN2C1OCC(C2)(C)C)C2=CC(=NC=C2)OC)F